3-cyclohexanediacetic acid C1(CC(CCC1)CC(=O)O)CC(=O)O